chloro(4-methylphenyl)(methyl)(vinyl)silane Cl[Si](C=C)(C)C1=CC=C(C=C1)C